N[C@](C(=O)OC(C)(C)C)(CC1=CC(=C(C=C1)O)O)C t-butyl (S)-2-amino-3-(3,4-dihydroxyphenyl)-2-methylpropanoate